S1C=NC=2C(NC=3C=CC=CC3C21)=O thiazolo[4,5-c]quinolin-4(5H)-one